C(CCCCCCCCCCC)(=O)OCCCCCCCCCCCCCC(=O)N[C@@H](CCO)C(NCCC[C@H](CO)NC(C[C@@H](CCCCCCCCCCC)O)=O)=O (3S,9R)-3-[(R)-dodecanoyloxytetradecanoylamino]-4-oxo-5-aza-9-[(R)-3-hydroxytetradecanoylamino]decan-1,10-diol